8-(1,1-difluoroethyl)-6-(difluoromethyl)-N-(1-(methylsulfonyl)piperidin-4-yl)imidazo[1',2':1,6]pyrido[2,3-d]pyrimidin-2-amine FC(C)(F)C=1N=C2C(=CC3=C(N=C(N=C3)NC3CCN(CC3)S(=O)(=O)C)N2C1)C(F)F